N[C@@H](CN1C(C=2C=C3C(=CC2CC1)N(C(=N3)C=3N(C1=C(C=CC=C1C3)OC)CCOC)C)=O)CF (S)-6-(2-amino-3-fluoropropyl)-2-(7-methoxy-1-(2-methoxyethyl)-1H-indol-2-yl)-1-methyl-1,6,7,8-tetrahydro-5H-imidazo[4,5-g]isoquinolin-5-one